(S)-3-(4-((difluoromethyl)sulfonamido)-3-(1-(4-fluorophenyl)ethoxy)phenyl)-5-(pyridin-2-ylamino)-1H-pyrazole-4-carboxamide FC(S(=O)(=O)NC1=C(C=C(C=C1)C1=NNC(=C1C(=O)N)NC1=NC=CC=C1)O[C@@H](C)C1=CC=C(C=C1)F)F